Tert-butyl 4-((5-(ethoxycarbonyl)-3,4-dimethyl-1H-pyrrol-2-yl)sulfonyl)piperazine-1-carboxylate C(C)OC(=O)C1=C(C(=C(N1)S(=O)(=O)N1CCN(CC1)C(=O)OC(C)(C)C)C)C